3-(1,2,4-triazol-1-yl)propionic acid methyl ester COC(CCN1N=CN=C1)=O